CN(C(C1=C(C=C(C=C1)C1=CN(C2=NC=C(N=C21)C2=CC(=C1CCNCC1=C2)C)S(=O)(=O)C2=CC=C(C=C2)C)C)=O)C N,N,2-trimethyl-4-[2-(5-methyl-1,2,3,4-tetrahydroisoquinolin-7-yl)-5-(4-methylbenzenesulfonyl)pyrrolo[2,3-b]pyrazin-7-yl]benzamide